(2R,4S)-1-((2'-chloro-5-(trifluoromethoxy)-[1,1'-biphenyl]-2-yl)sulfonyl)-4-fluoro-2-methyl-N-((R,Z)-4-(methylsulfonyl)but-3-en-2-yl)piperidine-4-carboxamide ClC1=C(C=CC=C1)C1=C(C=CC(=C1)OC(F)(F)F)S(=O)(=O)N1[C@@H](C[C@@](CC1)(C(=O)N[C@H](C)\C=C/S(=O)(=O)C)F)C